4,7-dithia-1,10-decanediol C(CCSCCSCCCO)O